1-cyclohexyl-N-((7-(5-(difluoromethyl)-1,3,4-oxadiazol-2-yl)imidazo[1,2-a]pyridin-2-yl)methyl)-N-(3-fluorophenyl)azetidine-3-carboxamide C1(CCCCC1)N1CC(C1)C(=O)N(C1=CC(=CC=C1)F)CC=1N=C2N(C=CC(=C2)C=2OC(=NN2)C(F)F)C1